C(C)C(C(=O)[O-])CCCC.OC(C[N+](C)(C)C)C N-(2-hydroxypropyl)-N,N,N-trimethyl-ammonium 2-ethyl-hexanoate